(3-([1,1'-biphenyl]-4-yl-(phenyl)amino)phenyl)boronic acid C1(=CC=C(C=C1)N(C=1C=C(C=CC1)B(O)O)C1=CC=CC=C1)C1=CC=CC=C1